2-{[(αR)-6-{2,5-dioxo-4-[2-(tri-fluoromethoxy)-ethyl]imidazolidin-1-yl}spiro[3.3]-heptan-2-yl]oxy}-pyridine-3-carboxamide O=C1N(C(C(N1)CCOC(F)(F)F)=O)C1CC2(CC(C2)OC2=NC=CC=C2C(=O)N)C1